FC1=C(C=2C(=NSN2)C=C1)CNC(O)=O.C(C)(C)(CC)C=CC1=CC=CC=C1 tertamyl-styrene N-[(5-fluoro-2,1,3-benzothiadiazol-4-yl)methyl]carbamate